N-[3-chloro-2-fluoro-4-(2-oxabicyclo[2.1.1]hexan-4-ylmethoxy)phenyl]-6-[(1S,4S)-2,5-diazabicyclo[2.2.1]heptan-2-yl]pyrido[3,2-d]pyrimidin-4-amine ClC=1C(=C(C=CC1OCC12COC(C1)C2)NC=2C1=C(N=CN2)C=CC(=N1)N1[C@@H]2CN[C@H](C1)C2)F